BrC1=CC=C2C(=CN=CC2=C1OC)N1CN(CCC1)CC1=CC=C(C=C1)OC (7-bromo-8-methoxy-4-isoquinolinyl)-3-[(4-methoxyphenyl)methyl]Hexahydropyrimidine